(1-bromoethyl)-(trifluoromethyl)-benzene BrC(C)C1=C(C=CC=C1)C(F)(F)F